COCCO[C@H]1CC[C@H](CC1)NC1=NN2C(C=N1)=C(C=C2)C2=CC=1C(=NC=CN1)N=C2 N-(cis-4-(2-methoxyethoxy)cyclohexyl)-5-(pyrido[2,3-b]pyrazin-7-yl)pyrrolo[2,1-f][1,2,4]triazin-2-amine